(3S,2R)-3-methyl-3-phenylalanine C[C@H]([C@@H](N)C(=O)O)C1=CC=CC=C1